6-[4-(difluoromethyl)phenyl]-N-(2-hydroxy-2-methylpropyl)-2-(1-methyl-1H-pyrazol-4-yl)-3-oxo-2,3-dihydropyridazine-4-carboxamide FC(C1=CC=C(C=C1)C=1C=C(C(N(N1)C=1C=NN(C1)C)=O)C(=O)NCC(C)(C)O)F